tert-butyl (3',3'-difluoro-1'-(2-fluoro-4-nitrophenyl)-[1,4'-bipiperidin]-4-yl)carbamate FC1(CN(CCC1N1CCC(CC1)NC(OC(C)(C)C)=O)C1=C(C=C(C=C1)[N+](=O)[O-])F)F